ethane-1,2-diylbis(dithiocarbamate) zinc [Zn+2].C(CNC([S-])=S)NC([S-])=S